(R)-(1-((5-bromo-8-methylquinolin-6-yl)oxy)-3-phenylpropan-2-yl)carbamic acid tert-butyl ester C(C)(C)(C)OC(N[C@@H](COC=1C(=C2C=CC=NC2=C(C1)C)Br)CC1=CC=CC=C1)=O